C1(=CC=CC=C1)C#CC1=CC=C(C=C1)SCC S-(4-(phenylethynyl)phenyl)ethanethiol